(4-(benzyloxy)phenyl)-5-(2-nitrophenyl)-2-(4-(trifluoromethyl)phenyl)oxazole-4-carboxamide C(C1=CC=CC=C1)OC1=CC=C(C=C1)NC(=O)C=1N=C(OC1C1=C(C=CC=C1)[N+](=O)[O-])C1=CC=C(C=C1)C(F)(F)F